OC=1SC2=C(N1)C=CC=C2 2-hydroxylbenzothiazole